C(C=C)(=O)OC12C(C3(CC(CC(C1)C3)C2)OC(C=C)=O)C23CC1CC(CC(C2)C1)C3 adamantyl-1,3-adamantanediol diacrylate